8-bromodibenzo[b,d]furan-3-sulfonyl chloride BrC=1C=CC2=C(C3=C(O2)C=C(C=C3)S(=O)(=O)Cl)C1